2-(1-methylpropoxy)pyridine CC(CC)OC1=NC=CC=C1